4-[5-(2-aminoethoxy)pyridin-2-yl]-3-(5-ethyl-2-methylpyrazol-3-yl)oxybenzonitrile NCCOC=1C=CC(=NC1)C1=C(C=C(C#N)C=C1)OC=1N(N=C(C1)CC)C